FC1CC(N(C1)C(CCN1N=NC=C1)=O)C(=O)NC(C1=CC=C(C=C1)C(C)C)C1=CC=CC=C1 4-fluoro-N-{phenyl[4-(propan-2-yl)phenyl]methyl}-1-[3-(1H-1,2,3-triazol-1-yl)propanoyl]pyrrolidine-2-carboxamide